CC1=NN=C(O1)CC(=O)O[K] [2-(5-methyl-1,3,4-oxadiazol-2-yl)acetyl]oxypotassium